(R)-5-(1-(3,5-Dichloropyridin-4-yl)ethoxy)-3-(4-fluoro-6-(piperazin-1-yl)pyridin-3-yl)-1H-indazole ClC=1C=NC=C(C1[C@@H](C)OC=1C=C2C(=NNC2=CC1)C=1C=NC(=CC1F)N1CCNCC1)Cl